methyl 5-amino-2-fluoro-4-hydroxybenzoate NC=1C(=CC(=C(C(=O)OC)C1)F)O